phenanthryl-Triphenylene C1(=CC=CC=2C3=CC=CC=C3C=CC12)C1=CC=CC=2C3=CC=CC=C3C3=CC=CC=C3C12